C1(CC1)C1=CC(=NN1)NC1=NC(=NC=C1)N1CC2(CC(C1)C2)O 3-[4-[(5-cyclopropyl-1H-pyrazol-3-yl)amino]pyrimidin-2-yl]-3-azabicyclo[3.1.1]heptan-1-ol